benzyl (8-((tert-butoxycarbonyl)amino)octyl)((1r,4r)-4-((4-(5-(cyclopropylmethyl)-1-methyl-1H-pyrazol-4-yl)-5-fluoropyrimidin-2-yl)amino)cyclohexyl)carbamate C(C)(C)(C)OC(=O)NCCCCCCCCN(C(OCC1=CC=CC=C1)=O)C1CCC(CC1)NC1=NC=C(C(=N1)C=1C=NN(C1CC1CC1)C)F